NC1=C(C(=NN1C1CC(C1)(C)O)C1=CC=C2C(=CC(=NC2=C1F)C1=CC=CC=C1)OC)C#N 5-amino-3-(8-fluoro-4-methoxy-2-phenylquinolin-7-yl)-1-((1s,3s)-3-hydroxy-3-methylcyclobutyl)-1H-pyrazole-4-carbonitrile